CCCC=O 4-butanone